2-Trifluoroacetyl-pyrrole FC(C(=O)C=1NC=CC1)(F)F